tri(2,2'-bipyridine) dichloride [Cl-].[Cl-].N1=C(C=CC=C1)C1=NC=CC=C1.N1=C(C=CC=C1)C1=NC=CC=C1.N1=C(C=CC=C1)C1=NC=CC=C1